1-cyano-N-[7-methoxy-4-(1-methyl-1H-pyrazol-4-yl)-1H-1,3-benzodiazol-2-yl]cyclopropane-1-carboxamide C(#N)C1(CC1)C(=O)NC1=NC2=C(N1)C(=CC=C2C=2C=NN(C2)C)OC